(1aR,5aR)-2-(2,4-Difluoro-phenyl)-1a,2,5,5a-tetrahydro-1H-2,3-diaza-cyclopropa[a]pentalene-4-carboxylic acid [(S)-1-(2-methoxy-ethyl)-pyrrolidin-3-yl]-amide COCCN1C[C@H](CC1)NC(=O)C=1C=2C[C@@H]3[C@H](C2N(N1)C1=C(C=C(C=C1)F)F)C3